CC=1C=C(C=CC1C)C(C(=O)O)=C 3,4-dimethyl-phenyl-acrylic acid